COC1=CC=C(C=C1)C1=CC(=NC(=C1)C1=CC=C(C=C1)N1CCNCC1)NCCCN(C)C N1-(4-(4-methoxyphenyl)-6-(4-(piperazin-1-yl)phenyl)pyridin-2-yl)-N3,N3-dimethylpropane-1,3-diamine